1-Methyl-4-(4-methylpentyl)cyclohex-3-ene-1-carbaldehyde CC1(CC=C(CC1)CCCC(C)C)C=O